CCC/C=C/C(=O)CC=C trans-4-nonadienal